azetidinium [NH2+]1CCC1